FC(C1=NN=C(O1)C1=CC(=C(CC2N(CCC(C2)S(=O)(=O)N)C2CN(C2)C(CO)=O)C=C1)F)F 4-(5-(difluoromethyl)-1,3,4-oxadiazol-2-yl)-2-fluorobenzyl-1-(1-(2-hydroxyacetyl)azetidin-3-yl)piperidine-4-sulfonamide